C(C)(C)(C)OC(=O)N(C/C=C/C(=O)OCC)CCOC1=CC=C(C=C1)/C(=C(/CC)\C1=C(C=CC=C1)C)/C=1C=C2C=NN(C2=CC1)C1OCCCC1 ethyl (E)-4-((tert-butoxycarbonyl)(2-(4-((E)-1-(1-(tetrahydro-2H-pyran-2-yl)-1H-indazol-5-yl)-2-(o-tolyl)but-1-en-1-yl)phenoxy)ethyl)amino)but-2-enoate